(5'S,7a'R)-1-(2,1-benzoxazole-3-carbonyl)-5'-(3,5-difluorophenyl)tetra-hydro-3'H-spiro-[piperidine-4,2'-pyrrolo[2,1-b][1,3]-oxazol]-3'-one N=1OC(=C2C1C=CC=C2)C(=O)N2CCC1(C(N3[C@H](O1)CC[C@H]3C3=CC(=CC(=C3)F)F)=O)CC2